6-(piperidin-1-yl)pyridin-3-boronic acid pinacol ester N1(CCCCC1)C1=CC=C(C=N1)B1OC(C)(C)C(C)(C)O1